8-chloro-1-(3,3-difluorotetrahydro-2H-pyran-4-yl)-2-[(5-methylpyrazin-2-yl)methyl]-1H-imidazo[4,5-c]quinoline ClC1=CC=2C3=C(C=NC2C=C1)N=C(N3C3C(COCC3)(F)F)CC3=NC=C(N=C3)C